COC(COCCOC(C)N)OC (2-(2,2-dimethoxyethoxy)ethoxy)ethan-1-amine